FC1=CC(=C(C=C1F)B(O)O)C 4,5-DIFLUORO-2-METHYLPHENYLBORONIC ACID